C1(CCC1)OC1=CC=C2C(NN=C(C2=C1)CC=1C=CC(=C(C(=O)N2CC3CCC(C2)N3C3=NC=C(C#N)C=C3)C1)F)=O 6-(3-(5-((7-Cyclobutoxy-4-oxo-3,4-dihydrophthalazin-1-yl)methyl)-2-fluorobenzoyl)-3,8-diazabicyclo[3.2.1]octan-8-yl)nicotinonitrile